CN1C=NC2=C1C1=C(SC2=O)C=CC=C1 1-Methyl-[1]benzothiopyrano[3,4-d]imidazol-4(1H)-one